ClC1=C(C=C(C=C1)NC(=O)N1C2CC(CC1C2)C)N2[C@@H](CC2)C#N cis-N-(4-chloro-3-((S)-2-cyanoazetidin-1-yl)phenyl)-3-methyl-6-azabicyclo[3.1.1]heptane-6-carboxamide